CC([C@@H](C(=O)N1[C@@H]([C@H]2C([C@H]2C1)(C)C)C(=O)O)NC(C(F)(F)F)=O)(C)C (1R,2S,5S)-3-((2S)-3,3-dimethyl-2-(2,2,2-trifluoroacetamido)butanoyl)-6,6-dimethyl-3-azabicyclo[3.1.0]hexane-2-carboxylic acid